C1(=CC=CC=C1)N1C2=CC=CC=C2C=2C=C(C=CC12)N1C2=CC=CC=C2C=2C=CC=CC12 9-phenyl-3,9-bicarbazole